OC1=C(N=CNC1=O)CN1C(N(C(C1)C1=CC=C(C=C1)C#CC1=CC=C(CN2CC(C2)C#N)C=C1)C(C)C)=O 1-(4-((4-(1-((5-hydroxy-6-oxo-1,6-Dihydropyrimidin-4-yl)methyl)-3-isopropyl-2-oxoimidazolin-4-yl)phenyl)ethynyl)benzyl)azetidine-3-carbonitrile